C(C1=CC=CC=C1)OC1=CC(=C(C(=O)Cl)C=C1)OC 4-(benzyloxy)-2-methoxybenzoyl chloride